C(C)(C)(C)OC(CN1C(=NC2=C1C=C(C=C2C(=O)OC)B2OC(C(O2)(C)C)(C)C)C)=O methyl 1-(2-(tert-butoxy)-2-oxoethyl)-2-methyl-6-(4,4,5,5-tetramethyl-1,3,2-dioxaborolan-2-yl)-1H-benzo[d]imidazole-4-carboxylate